N-(5-(2-(2,2-dimethylpyrrolidin-1-yl)acetamido)-2-methylpyridin-3-yl)-2-(1-(2-fluoroethyl)-2-oxo-1,2-dihydropyridin-3-yl)pyrazolo[5,1-b]thiazole-7-carboxamide CC1(N(CCC1)CC(=O)NC=1C=C(C(=NC1)C)NC(=O)C=1C=NN2C1SC(=C2)C=2C(N(C=CC2)CCF)=O)C